CC1C2(CC1C2)C(=O)O 2-methylbicyclo[1.1.1]pentane-1-carboxylic acid